C(CCCCCCCCC)OC(C1=CC=CC=C1)=O benzoic acid decyl ester